2-Ethyl-3-((5-(4-fluoro-3-methoxy-5-(trifluoromethyl)phenyl)isoxazol-3-yl)methyl)-6-phenylpyrimidin-4(3H)-one C(C)C1=NC(=CC(N1CC1=NOC(=C1)C1=CC(=C(C(=C1)C(F)(F)F)F)OC)=O)C1=CC=CC=C1